NC1=CC=NN1C1=NN=C(S1)NC(=O)C1=CC(=C(C(O1)=O)O[C@@H]1C[C@@H](CC1)O)C1=NC=CC=C1OC N-(5-(5-amino-1H-pyrazol-1-yl)-1,3,4-thiadiazol-2-yl)-3-(((1S,3R)-3-hydroxycyclopentyl)oxy)-4-(3-methoxypyridin-2-yl)-2-oxo-2H-pyran-6-carboxamide